C(C(=C)C)(=O)OCCOC(=O)C1C2C=CC(C1)C2 2-(Methacryloyloxy)ethyl-endo,exo-5-norbornenecarboxylate